NC1=CC(=C(OC2=C(C=C(C(=O)OC)C=C2)Br)C(=C1)C)C methyl 4-(4-amino-2,6-dimethylphenoxy)-3-bromobenzoate